OC=1C=C(C=CC1)C#CCN1C(N(C(C=2N(C(=NC12)S(=O)(=O)C)C)=O)C)=O 3-(3-(3-hydroxyphenyl)prop-2-yn-1-yl)-1,7-dimethyl-8-(methylsulfonyl)-3,7-dihydro-1H-purine-2,6-dione